benzyl 4,6-O-benzylidene-α-D-mannopyranoside C1[C@@H]2[C@H]([C@@H]([C@@H]([C@H](O2)OCC3=CC=CC=C3)O)O)OC(O1)C4=CC=CC=C4